tert-butyl 4-[5-[3-(difluoromethyl)-4-[(5-morpholinopyrazolo[1,5-a]pyrimidine-3-carbonyl)amino]pyrazol-1-yl]pyrimidin-2-yl]piperazine-1-carboxylate FC(C1=NN(C=C1NC(=O)C=1C=NN2C1N=C(C=C2)N2CCOCC2)C=2C=NC(=NC2)N2CCN(CC2)C(=O)OC(C)(C)C)F